C(C)(C)(C)OC(=O)NC1=CC(=C(C(=O)OC)C=C1)OCC methyl 4-((tert-butoxycarbonyl) amino)-2-ethoxybenzoate